methyl-1,5-pentylenediamine CNCCCCCN